7-methoxy-2-oxo-benzopyran-3-carboxamide COC1=CC2=C(C=C(C(O2)=O)C(=O)N)C=C1